BrC=1C=2N(C=C(C1)Br)N=CC2C#N 4,6-dibromopyrazolo[1,5-a]pyridine-3-carbonitrile